DL-alanine tert-butyl ester hydrochloride Cl.C(C)(C)(C)OC([C@@H](N)C)=O |r|